bromophenanthrone BrC1=CC=CC=2C3=CC=CC=C3C(CC12)=O